tert-butyl 2-(3-(4-(4-((4-(2-(3-chloro-5-cyanophenyl)propan-2-yl)phenoxy)methyl)pyrimidin-2-yl)piperazin-1-yl)azetidin-1-yl)-7-azaspiro[3.5]nonane-7-carboxylate ClC=1C=C(C=C(C1)C#N)C(C)(C)C1=CC=C(OCC2=NC(=NC=C2)N2CCN(CC2)C2CN(C2)C2CC3(C2)CCN(CC3)C(=O)OC(C)(C)C)C=C1